7'-(4-amino-7H-pyrrolo[2,3-d]pyrimidin-7-yl)-5'-chloro-1'-methyl-spiro[cyclobutane-1,2'-pyrido[2,1-f][1,2,4]triazine]-4',8'(1'H,3'H)-dione hydrochloride Cl.NC=1C2=C(N=CN1)N(C=C2)C2=CC(=C1C(NC3(N(N1C2=O)C)CCC3)=O)Cl